5-(2-((2,3-dihydro-1H-inden-2-yl)amino)pyrimidin-5-yl)-1-methyl-1H-pyrazol C1C(CC2=CC=CC=C12)NC1=NC=C(C=N1)C1=CC=NN1C